N1NC(N=C1)C(=O)O.C1(=CC=CC=C1)C=1N=C(NC1C1=CC=CC=C1)C1=CSC=C1 4,5-Diphenyl-2-(3-thienyl)imidazole dihydro-1H-1,2,4-triazole-3-carboxylate